O[C@H]1[C@@H]([C@H](O[C@@H]([C@@H]1O)OC)CO)N[C@@H]1C=C([C@H]([C@@H]([C@H]1O)O)O)CO (1S,2S,3R,6R)-6-[[(2S,3S,4S,5R,6S)-4,5-dihydroxy-2-(hydroxymethyl)-6-methoxyoxan-3-yl]amino]-4-(hydroxymethyl)cyclohex-4-ene-1,2,3-triol